(4-(2-(2-(3-((dimethylamino)methyl)imidazo[1,2-a]pyridin-6-yl)-5-fluorophenoxy)ethyl)-1,5-dimethyl-1H-pyrazol-3-yl)-2,2-dimethylpropan-1-ol CN(C)CC1=CN=C2N1C=C(C=C2)C2=C(OCCC=1C(=NN(C1C)C)C(C(C)(C)C)O)C=C(C=C2)F